4-[(2-{cyclooctyl-[(3-methylisoxazole-4-carbonyl)amino]methyl}-4-fluoro-1H-benzimidazol-5-yl)methyl]piperidine-1-carboxylic acid tert-butyl ester C(C)(C)(C)OC(=O)N1CCC(CC1)CC1=C(C2=C(NC(=N2)C(NC(=O)C=2C(=NOC2)C)C2CCCCCCC2)C=C1)F